benzyl (R)-3-((1-methylpiperidin-4-yl)amino)piperidine-1-carboxylate CN1CCC(CC1)N[C@H]1CN(CCC1)C(=O)OCC1=CC=CC=C1